COC1=C(CNC2=NC=NC(=C2)C)C=CC(=C1)OC N-(2,4-dimethoxybenzyl)-6-methylpyrimidine-4-amine